O=C1NC(CCC1N1C(C2=CC=C(C=C2C1)OCCCCC(=O)O)=O)=O 5-((2-(2,6-dioxopiperidin-3-yl)-1-oxoisoindolin-5-yl)oxy)pentanoic acid